(3R)-3-amino-5-[(4-chlorophenyl)methyl]-8-fluoro-7-[5-[4-methyl-1-(pyrrolidine-1-carbonyl)-4-piperidyl]-1,2,4-oxadiazol-3-yl]-1,1-dioxo-2,3-dihydro-1λ6,5-benzothiazepin-4-one N[C@H]1CS(C2=C(N(C1=O)CC1=CC=C(C=C1)Cl)C=C(C(=C2)F)C2=NOC(=N2)C2(CCN(CC2)C(=O)N2CCCC2)C)(=O)=O